C(=O)=S1C(=NC=C1)C(=O)N 1-carbonyl-thiazole-carbonyl-amine